CO[Si](CCCOCOCC)(OC)OC trimethoxy[3-(ethoxymethoxy)propyl]silane